C1(=CC=CC=C1)NC(=O)C(C(=O)O)C (phenylcarbamoyl)propanoic acid